CNCC1=NN(C=C1)C N-methyl-1-(1-methyl-1H-pyrazol-3-yl)methylamine